C(C)(C)(C)N([SiH3])[SiH3] N-tert.-butyldisilazane